Ethyl (2E,6Z)-dodecadienoate CCCCC/C=C\CC/C=C/C(=O)OCC